calcium lactate magnesium salt [Mg+2].C(C(O)C)(=O)[O-].[Ca+2].C(C(O)C)(=O)[O-].C(C(O)C)(=O)[O-].C(C(O)C)(=O)[O-]